tert-butyl 3-(5-fluoro-2-(2-methoxypyridin-4-yl)-1-(phenylsulfonyl)-1H-pyrrolo[2,3-b]pyridin-4-yl)-3,8-diazabicyclo[3.2.1]octane-8-carboxylate FC=1C(=C2C(=NC1)N(C(=C2)C2=CC(=NC=C2)OC)S(=O)(=O)C2=CC=CC=C2)N2CC1CCC(C2)N1C(=O)OC(C)(C)C